6-(2-(6-(3-(tert-butyl)phenyl)pyridin-2-yl)-2-hydroxyacetyl)-2-(1-phenylcyclopropyl)-5,6,7,8-tetrahydropyrido[4,3-d]pyrimidin-4(3H)-one C(C)(C)(C)C=1C=C(C=CC1)C1=CC=CC(=N1)C(C(=O)N1CC2=C(N=C(NC2=O)C2(CC2)C2=CC=CC=C2)CC1)O